1-[(4-methylphenyl)dioxy-λ6-sulfanyl]-5-{4-[(4-methylpiperazine-1-yl)methyl]phenyl}-3-(2-methylpyrazol-3-yl)pyrrolo[2,3-b]pyridine CC1=CC=C(C=C1)OO[SH4]N1C=C(C=2C1=NC=C(C2)C2=CC=C(C=C2)CN2CCN(CC2)C)C=2N(N=CC2)C